C(C1=CC=CC=C1)(=O)OC1=CC=C(C=C1)OCC phenetyl benzoate